CC(C)C(CC)C=1N(C2=NC=C(C=C2C(C1C(=O)N)=O)F)C1=C(C=C(C=C1F)F)F [2-methylpentan-3-yl]-6-fluoro-4-oxo-1-(2,4,6-trifluorophenyl)-1,4-dihydro-1,8-naphthyridine-3-carboxamide